2-(2,6-dioxo-3-piperidyl)-4-[(1-ethynylcyclopropyl)amino]isoindoline-1,3-dione O=C1NC(CCC1N1C(C2=CC=CC(=C2C1=O)NC1(CC1)C#C)=O)=O